8-fluoro-4-isopropoxy-7-nitroquinoline-2-carboxylic acid methyl ester COC(=O)C1=NC2=C(C(=CC=C2C(=C1)OC(C)C)[N+](=O)[O-])F